C(C)(=O)NC([C@@H](N)CS)=O N-acetyl-L-cysteine amide